FC1=CC=C(CS(=NC(C2=CC=C(C=C2)C2=NOC(=N2)C(F)(F)F)=O)(=O)C)C=C1 N-((4-fluorobenzyl)(methyl)(oxo)-λ6-sulfaneylidene)-4-(5-(trifluoromethyl)-1,2,4-oxadiazol-3-yl)benzamide